FC(OC=1C(=C(C=CC1)[C@@H](C)NS(=O)C(C)(C)C)F)F N-((R)-1-(3-(difluoromethoxy)-2-fluorophenyl)ethyl)-2-methylpropane-2-sulfinylamine